FC1=CC=C2C(N(C=3N(C2=C1)C(NN3)=S)CCC3=CC=CC=C3)=O 8-fluoro-4-phenethyl-1-thioxo-2,4-dihydro-[1,2,4]triazolo[4,3-a]quinazolin-5(1H)-one